[Ir].FC1=CC=C(C=C1)C1=NC=CC=C1.FC1=CC=C(C=C1)C1=NC=CC=C1.FC1=CC=C(C=C1)C1=NC=CC=C1 tris(2-(4-fluorophenyl)pyridine) iridium